tert-butyl (S)-4-(2-((4-(1-acetyl-2-methyl-1,2,3,4-tetrahydroquinolin-6-yl)benzyl)carbamoyl)-6-bromoimidazo[1,2-a]pyrazin-8-yl)piperazine-1-carboxylate C(C)(=O)N1[C@H](CCC2=CC(=CC=C12)C1=CC=C(CNC(=O)C=2N=C3N(C=C(N=C3N3CCN(CC3)C(=O)OC(C)(C)C)Br)C2)C=C1)C